8-((6-phenyl-[3,4'-bipyridine]-2'-yl)methyl)-8-azaspiro[4.5]decane C1(=CC=CC=C1)C1=CC=C(C=N1)C1=CC(=NC=C1)CN1CCC2(CCCC2)CC1